[Pd](O)O.C1(CC1)OC=1C(=CC2=CNN=C2C1)N 6-Cyclopropoxy-2H-indazol-5-amine Palladium hydroxide